C(#C)C1=C(OCC=2C(=C(C(=O)O)C=CC2)F)C=CC(=C1)C(F)(F)F ((2-ethynyl-4-(trifluoromethyl)phenoxy)methyl)-2-fluorobenzoic acid